trans-3-(4-amino-3-(4-(4-fluorophenoxy)phenyl)-1H-pyrazolo[3,4-d]pyrimidin-1-yl)cyclopentane-1-ol NC1=C2C(=NC=N1)N(N=C2C2=CC=C(C=C2)OC2=CC=C(C=C2)F)[C@@H]2C[C@H](CC2)O